Tert-butyl 5,6-dihydroimidazo[1,2-a]pyrazine-7(8H)-carboxylate N=1C=CN2C1CN(CC2)C(=O)OC(C)(C)C